[Si]([O-])([O-])([O-])[O-].[Zn+2].[Zn+2] zinc silicate